FC=1C(=C(C(=C(C1F)F)F)O)C(=C(C(C(C(C(C(F)(F)F)(F)F)(F)F)(F)F)(F)F)F)F perfluoroheptenyl-phenol